C(C=C)(=O)NC1=C(C=C(C=C1)C1=C(C=2C(=NC=C(C2N1C)C#N)N)C1=CC(=C(C(=O)NCC(F)(F)F)C=C1)OC)F 4-(2-(4-acrylamido-3-fluorophenyl)-4-amino-7-cyano-1-methyl-1H-pyrrolo[3,2-c]pyridin-3-yl)-2-methoxy-N-(2,2,2-trifluoroethyl)benzamide